9-(4-chloro-2-fluoro-phenyl)-7-[(2S,4R)-2-(5-cyclopropyl-1,3,4-oxadiazol-2-yl)tetrahydropyran-4-yl]-2,3-dimethyl-pyrazino[1,2-a]pyrimidin-4-one ClC1=CC(=C(C=C1)C1=NC(=CN2C1=NC(=C(C2=O)C)C)[C@H]2C[C@H](OCC2)C=2OC(=NN2)C2CC2)F